((4-bromophenoxy)chlorophosphinyl)-L-alanine methyl ester COC([C@@H](NP(=O)(Cl)OC1=CC=C(C=C1)Br)C)=O